3-fluoro-5-formyl-4-hydroxy-N-(2-phenyloxazol-4-yl)benzamide FC=1C=C(C(=O)NC=2N=C(OC2)C2=CC=CC=C2)C=C(C1O)C=O